C1(=CC=CC=C1)C#CC=1C=CC(=NC1)OC1=C(N=NN1)C(=O)O 5-((5-(phenylethynyl)pyridin-2-yl)oxy)-1H-1,2,3-triazole-4-carboxylic acid